N-((7-(5-(difluoromethyl)-1,3,4-oxadiazol-2-yl)imidazo[1,2-a]pyridin-2-yl)methyl)-4-(methylsulfonyl)-N-phenylpiperazine-1-carboxamide FC(C1=NN=C(O1)C1=CC=2N(C=C1)C=C(N2)CN(C(=O)N2CCN(CC2)S(=O)(=O)C)C2=CC=CC=C2)F